N-[2-fluoro-4-[3-[4-(trifluoromethyl)phenoxy]pyrazin-2-yl]phenyl]-N-methylsulfonyl-methanesulfonamide FC1=C(C=CC(=C1)C1=NC=CN=C1OC1=CC=C(C=C1)C(F)(F)F)N(S(=O)(=O)C)S(=O)(=O)C